C(C)(C)C1=NC=CC(=C1N)C=C 2-Isopropyl-4-vinylpyridin-3-amine